C(CCCC)[C@@H]1CC[C@H](CC1)C1=CC=C(C=C1)O 4-(trans-4-pentylcyclohexyl)phenol